3-(3-(3-methyl-1-(4-methyl-4H-1,2,4-triazol-3-yl)cyclobutyl)phenyl)-7-vinyl-4H-pyrido[1,2-a]pyrimidin-4-one CC1CC(C1)(C1=NN=CN1C)C=1C=C(C=CC1)C1=CN=C2N(C1=O)C=C(C=C2)C=C